3,3'-carbonylbis(diethylaminocoumarin) C(=O)(C=1C(OC2=CC=CC=C2C1N(CC)CC)=O)C=1C(OC2=CC=CC=C2C1N(CC)CC)=O